C(C1=CC=CC=C1)OC[C@H](C(=O)OCC1=CC=CC=C1)O benzyl (2R)-3-benzyloxy-2-hydroxy-propanoate